1-[4-(4-butylphenylazo)phenoxy]-undecyl methacrylate C(C(=C)C)(=O)OC(CCCCCCCCCC)OC1=CC=C(C=C1)N=NC1=CC=C(C=C1)CCCC